C1=C(C=CC2=CC=CC=C12)CC#N 2-(naphthalen-2-yl)acetonitrile